BrCC(=O)C=1C=C2CC(NC2=CC1Cl)=O 5-(2-bromoacetyl)-6-chloro-1,3-dihydro-indol-2-one